2-((6-bromo-8-fluoro-2-isopropylquinolin-4-yl)(ethyl)amino)-4-(4-fluorophenyl)thiazole-5-carbonitrile BrC=1C=C2C(=CC(=NC2=C(C1)F)C(C)C)N(C=1SC(=C(N1)C1=CC=C(C=C1)F)C#N)CC